N-[4-[2-(2-Aminoethoxy)ethylcarbamoyl]-3-chlorophenyl]-5-[4-(cyanomethoxy)-2,3-difluorophenyl]-1-methylimidazol-2-carboxamid NCCOCCNC(=O)C1=C(C=C(C=C1)NC(=O)C=1N(C(=CN1)C1=C(C(=C(C=C1)OCC#N)F)F)C)Cl